3-(3-(tert-butoxymethyl)-1-(2-(5,6,7,8-tetrahydro-1,8-naphthyridin-2-yl)ethyl)-1H-pyrazole-4-carboxamido)-3-(3,5-dichlorophenyl)propionic acid C(C)(C)(C)OCC1=NN(C=C1C(=O)NC(CC(=O)O)C1=CC(=CC(=C1)Cl)Cl)CCC1=NC=2NCCCC2C=C1